C(C)(=O)C1=C(C=C(C=C1)Cl)C=1C(=NN(C(C1)=O)C(C(=O)NC1=CC=C(C(=O)O)C=C1)CC1=CC=C(C=C1)NC(=O)C1CCCC1)OC 4-(2-(4-(2-acetyl-5-chlorophenyl)-3-methoxy-6-oxopyridazin-1(6H)-yl)-3-(4-(cyclopentanecarboxamido)phenyl)propionylamino)benzoic acid